3-(1-methyl-6-(((6S,7S)-6-methyl-2-azaspiro[3.5]nonan-7-yl)amino)-1H-indazol-3-yl)piperidine-2,6-dione CN1N=C(C2=CC=C(C=C12)N[C@@H]1[C@H](CC2(CNC2)CC1)C)C1C(NC(CC1)=O)=O